7-(2-((7-fluoro-1,2,3,4-tetrahydroisoquinolin-6-yl)amino)-5-(trifluoromethyl)pyrimidin-4-yl)-4-methyl-3,4-dihydrothieno[2,3-f][1,4]thiazepin-5(2H)-one 1,1-dioxide FC1=C(C=C2CCNCC2=C1)NC1=NC=C(C(=N1)C1=CC2=C(C(N(CCS2(=O)=O)C)=O)S1)C(F)(F)F